C1(=CC=CC=C1)C1(NC2=CC=CC=C2CC1)C(=O)OC methyl 2-phenyl-1,2,3,4-tetrahydroquinoline-2-carboxylate